benzyldi(2-hydroxypropyl)tetradecyl-ammonium chloride [Cl-].C(C1=CC=CC=C1)[N+](CCCCCCCCCCCCCC)(CC(C)O)CC(C)O